C1(CCC1)OC1=CC=CC(=N1)B(O)O 6-(CYCLOBUTOXY)PYRIDINE-2-BORONIC ACID